N-(2-((4-(N-(3-bromo-4-fluorophenyl)-N'-hydroxycarbamimidoyl)-1,2,5-oxadiazol-3-yl)amino)ethyl)-N'-(methylsulfonyl)morpholine-4-carboxamidine BrC=1C=C(C=CC1F)NC(=NO)C=1C(=NON1)NCCNC(=NS(=O)(=O)C)N1CCOCC1